3-(4-chlorophenyl)-1-((tetrahydro-2H-pyran-4-yl)methyl)-1H-pyrrole-2,5-dione ClC1=CC=C(C=C1)C=1C(N(C(C1)=O)CC1CCOCC1)=O